3,5-difluoro-4-((7-methoxy-2-oxo-3H-imidazo[4,5-c][1,8]naphthyridin-1-yl)methyl)benzenesulfonamide FC=1C=C(C=C(C1CN1C(NC=2C=NC=3N=C(C=CC3C21)OC)=O)F)S(=O)(=O)N